CNCC[C@@H](OC1=C(C=CC=C1)C)C1=CC=CC=C1 (R)-N-Methyl-3-phenyl-3-(o-tolyloxy)propan-1-amine